C(C)(C)(C)OC(=O)NC=1C=C(C=C(C1)C(F)(F)F)[C@@H](C)NC1=NC(=NC2=CC(=C(C(=C12)C)C1CCC(CC1)C(=O)[O-])OCCOC)C (1R,4R)-4-(4-(((R)-1-(3-((tert-butoxycarbonyl)amino)-5-(trifluoromethyl)phenyl)ethyl)amino)-Methyl 7-(2-methoxyethoxy)-2-methylquinazolin-6-yl)cyclohexane-1-carboxylate